N-(5-cyano-4-((2-methoxyethyl)amino)pyridin-2-yl)-4-(2-hydroxyacetamido)-7-formyl-3,4-dihydro-2,4-methylene-1,8-naphthyridine-1(2H)-carboxamide C(#N)C=1C(=CC(=NC1)NC(=O)N1C2CC(C3=CC=C(N=C13)C=O)(C2)NC(CO)=O)NCCOC